N-((3S,4S)-4-(3-fluorophenyl)-1-(imidazo[1,5-a]pyridine-8-carbonyl)piperidin-3-yl)thiazole-5-carboxamide FC=1C=C(C=CC1)[C@H]1[C@@H](CN(CC1)C(=O)C=1C=2N(C=CC1)C=NC2)NC(=O)C2=CN=CS2